8-phenyl-4H-1-benzopyran-4-on C1(=CC=CC=C1)C1=CC=CC=2C(C=COC21)=O